C(CCC)C1=NN(C(=C1O)CC(C)C)CCC Butyl-5-isobutyl-4-hydroxy-1-n-propyl-pyrazol